O(S(=O)(=O)C(F)(F)F)C1=NC2=C(C(=CN=C2C=C1)F)Br 8-bromo-7-fluoro-1,5-naphthyridin-2-yl triflate